3-(5-methoxypyridin-3-yl)-3-(3-(3-(5,6,7,8-tetrahydro-1,8-naphthyridin-2-yl)propyl)-1H-pyrazol-1-yl)propionic acid COC=1C=C(C=NC1)C(CC(=O)O)N1N=C(C=C1)CCCC1=NC=2NCCCC2C=C1